(S)-2-((((9H-fluoren-9-yl)methoxy)carbonyl)amino)-3-(4'-(4-azidobutoxy)-2'-ethyl-[1,1'-biphenyl]-4-yl)propanoic Acid C1=CC=CC=2C3=CC=CC=C3C(C12)COC(=O)N[C@H](C(=O)O)CC1=CC=C(C=C1)C1=C(C=C(C=C1)OCCCCN=[N+]=[N-])CC